phenyl-6-(4-methoxyphenyl)-1,3,5-triazine C1(=CC=CC=C1)C1=NC(=NC=N1)C1=CC=C(C=C1)OC